(S)-1-((2S,4R)-4-hydroxy-2-(((R)-2-hydroxy-1-(2',3',6'-trifluoro-[1,1'-biphenyl]-4-yl)ethyl)carbamoyl)pyrrolidin-1-yl)-3-methyl-1-oxobutan O[C@@H]1C[C@H](N(C1)C(CC(C)C)=O)C(N[C@@H](CO)C1=CC=C(C=C1)C1=C(C(=CC=C1F)F)F)=O